N,N-dimethyl-(2,4,6-trimethylanilinium) tetrakis-(2,3,4,6-tetrafluorophenyl)borate FC1=C(C(=CC(=C1F)F)F)[B-](C1=C(C(=C(C=C1F)F)F)F)(C1=C(C(=C(C=C1F)F)F)F)C1=C(C(=C(C=C1F)F)F)F.C[NH+](C1=C(C=C(C=C1C)C)C)C